2-(1-(1-(3-(trifluoromethyl)-1,2,4-oxadiazol-5-yl)piperidin-4-yl)ethoxy)-6-(4-(methylsulfonyl)phenyl)imidazo[2,1-b][1,3,4]thiadiazole FC(C1=NOC(=N1)N1CCC(CC1)C(C)OC1=NN2C(S1)=NC(=C2)C2=CC=C(C=C2)S(=O)(=O)C)(F)F